CC=1OC2=C(C1C(=O)NC1C(NCC1)=O)C=C(C=C2)OCC=2C=NC=C(C2)C 2-methyl-5-((5-methylpyridin-3-yl)methoxy)-N-(2-oxopyrrolidin-3-yl)benzofuran-3-carboxamide